C(C1=CC=CC=C1)OC(C(CCOC=1C(=C(C=CC1)C1=CC=2N(C=C1)N=C(N2)N(C(OC(C)(C)C)=O)C(=O)OC(C)(C)C)F)(F)F)C2=CC=C(C=C2)F tert-butyl (7-(3-(4-(benzyloxy)-3,3-difluoro-4-(4-fluorophenyl)butoxy)-2-fluorophenyl)-[1,2,4]triazolo[1,5-a]pyridin-2-yl)(tert-butoxycarbonyl)carbamate